O(C1=CC=CC=C1)C1=C(C=CC=C1)C1=CC2=C(C=CS2)S1 2-(2-phenoxyphenyl)thienothiophene